BrCCCCCC(OCCCCCCCC)O[Si](O[Si](OCCCCCCCC)(C)C)(C)C 1-((6-bromo-1-(octyloxy)hexyl)oxy)-1,1,3,3-tetramethyl-3-(octyloxy)disiloxane